2-(8-ethyl-3-(methoxymethoxy)naphthalen-1-yl)-4,4,5,5-Tetramethyl-1,3,2-dioxaborolane C(C)C=1C=CC=C2C=C(C=C(C12)B1OC(C(O1)(C)C)(C)C)OCOC